5-((1,1,1,3,5,5,5-heptamethyltrisiloxan-3-yl)oxy)-5-(hex-5-en-1-yl)-1,1,1,3,7,9,9,9-octamethyl-3,7-bis((trimethylsilyl)oxy)pentasiloxane C[Si](O[Si](O[Si](C)(C)C)(C)O[Si](O[Si](O[Si](C)(C)C)(O[Si](C)(C)C)C)(O[Si](O[Si](C)(C)C)(O[Si](C)(C)C)C)CCCCC=C)(C)C